N-(2-(cyclohex-1-en-1-yl)ethyl)-2-p-methoxyphenylacetamide C1(=CCCCC1)CCNC(CC1=CC=C(C=C1)OC)=O